4-methoxy-1-phospha-2,6,7-trioxabicyclo[2.2.2]-octan-1-sulfide COC12COP(OC1)(OC2)=S